(2R,4R)-4-(tert-Butoxycarbonylamino)-2-(oxetan-3-yloxy)-8-azaspiro[4.5]Decane-8-carboxylic acid tert-butyl ester C(C)(C)(C)OC(=O)N1CCC2([C@@H](C[C@@H](C2)OC2COC2)NC(=O)OC(C)(C)C)CC1